COC=1C=C(C=CC1OC)\C=C\C(C(C(\C=C\C1=CC(=C(C=C1)OC)OC)=O)(C)C)=O (1E,6E)-1,7-bis(3,4-dimethoxyphenyl)-4,4-dimethylhepta-1,6-diene-3,5-dione